[13C](CCCCCCCCCCC)(=O)O [13C]-Lauric acid